C(#N)C=1C=C(C=CC1)C1=NN2C(N=C(C=C2)C(=O)NCC(C)(C)O)=C1C=1N(N=CC1C)CC 2-(3-Cyanophenyl)-3-(2-ethyl-4-methyl-pyrazol-3-yl)-N-(2-hydroxy-2-methyl-propyl)pyrazolo[1,5-a]pyrimidine-5-carboxamide